COC(CC)C1=CC(=NC=C1)N1N=CC(=C1)S(=O)(=O)NC=1C=CC=C2C=NN(C12)C 1-{4-[1-methoxypropyl]pyridin-2-yl}-N-(1-methylindazol-7-yl)pyrazole-4-sulfonamide